(3S,4r)-3-amino-N-((S)-(3-chloro-2,6-difluorophenyl)(4-fluorobicyclo[2.2.1]hept-1-yl)methyl)-4-(methoxy-d3)cyclopentane-1-carboxamide hydrochloride Cl.N[C@H]1CC(C[C@H]1OC([2H])([2H])[2H])C(=O)N[C@@H](C12CCC(CC1)(C2)F)C2=C(C(=CC=C2F)Cl)F